C(CCC)NC1=CC=C(C=N1)C=1C(=C(C(=CC1)O)N1CC(NS1(=O)=O)=O)F 5-(3-(6-(butylamino)pyridin-3-yl)-2-fluoro-6-hydroxyphenyl)-1,2,5-thiadiazolidin-3-one 1,1-dioxide